C(=O)[C@@H]1C[C@H](C1)C(=O)N([C@H](C(=O)OC(C)(C)C)C(C)C)C trans-tert-butyl (2S)-2-[(3-formylcyclobutanecarbonyl)-methyl-amino]-3-methyl-butanoate